NC=1NC(C2=C(N1)N(N=C2)C2OC(C(C2)O)CO)=O 6-amino-1-(4-hydroxy-5-hydroxymethyl-tetrahydrofuran-2-yl)-1,5-dihydro-pyrazolo[3,4-d]pyrimidin-4-one